3-[1-hydroxy-5-(methylamino)-3-oxo-2,3-dihydro-1H-isoindol-2-yl]piperidine-2,6-dione OC1N(C(C2=CC(=CC=C12)NC)=O)C1C(NC(CC1)=O)=O